adamantanamide C12(CC3CC(CC(C1)C3)C2)C(=O)N